C(C)OC(=O)C=1NC(C=2SC=C3OCCCC1C32)=O.CON=C(C=O)C 2-(methoxyimino)propan-1-one Ethyl-5-oxo-12-oxa-3-thia-6-azatricyclo[6.4.1.04,13]trideca-1,4(13),7-triene-7-carboxylate